phenoxyethanol trifluoroborate B(F)(F)F.O(C1=CC=CC=C1)C(C)O